triethoxysilylbutyraldehyde CCO[Si](CCCC=O)(OCC)OCC